C(CCCC)C(CC(=O)OCC(=O)O)CCCCC (3-pentyloctanoyl)oxyAcetic acid